6-(5-cyanopyrazin-2-ylamino)-4-(pyrrolidin-3-ylmethylamino)pyridazine-3-carboxamide C(#N)C=1N=CC(=NC1)NC1=CC(=C(N=N1)C(=O)N)NCC1CNCC1